(tris(1-benzyl-1H-1,2,3-triazol-4-yl)methyl)amine C(C1=CC=CC=C1)N1N=NC(=C1)C(C=1N=NN(C1)CC1=CC=CC=C1)(C=1N=NN(C1)CC1=CC=CC=C1)N